CC(C)(C)[O-].[K+] potassium tert.-butoxide